NC1=NC=NN2C1=C(C(=C2[C@@H](C)C=2C=NN(C2)C2=C(C=CC=C2)F)C#N)C=2C=NC(=NC2)C(F)F 4-amino-5-[2-(difluoromethyl)pyrimidin-5-yl]-7-{(1S)-1-[1-(2-fluorophenyl)-1H-pyrazol-4-yl]ethyl}pyrrolo[2,1-f][1,2,4]triazine-6-carbonitrile